N-(4-fluoro-3-((2-((1-methyl-1H-pyrazol-4-yl)amino)-5-(thiazol-5-yl)pyrimidin-4-yl)amino)phenyl)acrylamide FC1=C(C=C(C=C1)NC(C=C)=O)NC1=NC(=NC=C1C1=CN=CS1)NC=1C=NN(C1)C